2,2-bis(4-carbazol-9-ylphenyl)adamantane C1=CC=CC=2C3=CC=CC=C3N(C12)C1=CC=C(C=C1)C1(C2CC3CC(CC1C3)C2)C2=CC=C(C=C2)N2C3=CC=CC=C3C=3C=CC=CC23